(2S,3R)-3-(4-(4-(1-(pent-3-yl)-1H-pyrazol-4-yl)pyrazolo[1,5-a]pyrazin-6-yl)-1H-pyrazol-1-yl)butan-2-ol CCC(CC)N1N=CC(=C1)C=1C=2N(C=C(N1)C=1C=NN(C1)[C@@H]([C@H](C)O)C)N=CC2